FC1=CC(=CC=2N(C(=NC21)OC)C(C)C)C2=NC(=NC=C2)NC2=C(C=C(C(=C2)[N+](=O)[O-])F)OC (4-fluoro-1-isopropyl-2-methoxy-1H-benzo[d]imidazol-6-yl)-N-(4-fluoro-2-methoxy-5-nitrophenyl)pyrimidin-2-amine